5-(4-(7-((3-((2,6-dimethylphenyl)amino)-1-methyl-1H-pyrazolo[3,4-d]pyrimidin-6-yl)amino)-3,4-dihydroisoquinolin-2(1H)-yl)piperidin-1-yl)-2-(2,6-dioxopiperidin-3-yl)isoindoline CC1=C(C(=CC=C1)C)NC1=NN(C2=NC(=NC=C21)NC2=CC=C1CCN(CC1=C2)C2CCN(CC2)C=2C=C1CN(CC1=CC2)C2C(NC(CC2)=O)=O)C